octahydrocyclopenta[c]pyrrol C1NCC2C1CCC2